ClC1=C(C=C(C(=C1)F)OCCCCCSC(F)(F)F)S(=O)CC(F)(F)F 1-chloro-5-fluoro-2-[(2,2,2-trifluoroethyl)sulfinyl]-4-[[5-[(trifluoromethyl)thio]pentyl]oxy]benzene